tetrakis(β-dodecylmercapto)propionate CC(CCCCCCCCCC)SC(C(C(=O)[O-])(SC(C)CCCCCCCCCC)SC(C)CCCCCCCCCC)SC(C)CCCCCCCCCC